COC(C)=O.C(CCCCCCC)OC1=C(C=CC=C1)C1=CC=C(C=C1)[IH+] p-(octyloxyphenyl)phenyliodonium methyl-ethanoat